1-(3,5-difluorophenyl)-N-[(2-ethylsulfanylpyrimidin-4-yl)methyl]-3-methyl-5-oxopyrrolidine-3-carboxamid FC=1C=C(C=C(C1)F)N1CC(CC1=O)(C(=O)NCC1=NC(=NC=C1)SCC)C